tert-butyl 2-(7-{1-[5-acetyl-1-(oxan-4-yl)-4H,6H,7H-pyrazolo[4,3-c]pyridin-3-yl]-7-(difluoromethyl)-3,4-dihydro-2H-quinolin-6-yl}-4-chloropyrrolo[3,2-c]pyridazin-5-yl)acetate C(C)(=O)N1CC2=C(CC1)N(N=C2N2CCCC1=CC(=C(C=C21)C(F)F)C2=CN(C1=C2N=NC=C1Cl)CC(=O)OC(C)(C)C)C1CCOCC1